O[C@H]1[C@@H](CN(CC1)C(=O)OC(C)(C)C)OC tert-butyl (3R,4R)-4-hydroxy-3-methoxypiperidine-1-carboxylate